di-n-butyl (dicyclohexylmethylene)malonate C1(CCCCC1)C(C1CCCCC1)=C(C(=O)OCCCC)C(=O)OCCCC